[4-[1,1'-biphenyl]-4-yl-(9,9-dimethyl-9H-fluoren-2-yl)amino]phenylboronic acid C1(=CC=C(C=C1)C1=CC(=CC=2C(C3=CC=CC=C3C12)(C)C)NC1=C(C=CC=C1)B(O)O)C1=CC=CC=C1